(4-((E)-2-(pyridin-2-yl)vinyl)phenyl)ethylene N1=C(C=CC=C1)/C=C/C1=CC=C(C=C1)C=C